N,N-dimethyl-butyric acid amide CN(C(CCC)=O)C